3-[ethyl-[4-[(6-nitrobenzothiazol-2-yl)azo]phenyl]amino]propionitrile C(C)N(CCC#N)C1=CC=C(C=C1)N=NC=1SC2=C(N1)C=CC(=C2)[N+](=O)[O-]